N-[[2-(ethylamino)pyrimidin-4-yl]methyl]-2,4-dimethyl-7-oxo-6-(3,4,5-trichlorophenyl)-6-azabicyclo[3.2.1]oct-3-ene-8-carboxamid C(C)NC1=NC=CC(=N1)CNC(=O)C1C2C(C=C(C1N(C2=O)C2=CC(=C(C(=C2)Cl)Cl)Cl)C)C